(S)-N-((S)-(4-chlorophenyl)(6-(difluoromethoxy)pyridin-2-yl)methyl)-2-oxo-imidazolidine-4-carboxamide ClC1=CC=C(C=C1)[C@H](NC(=O)[C@H]1NC(NC1)=O)C1=NC(=CC=C1)OC(F)F